C(C=C)[C@]12[C@H](CN([C@@H]1C(=O)OC)C(=O)OC(C)(C)C)SCC2 5-(tert-butyl) 4-methyl (3aR,4S,6aR)-3a-allylhexahydro-5H-thieno[2,3-c]pyrrole-4,5-dicarboxylate